C1=CC=C(C=2OC3=C(C21)C=CC=C3)C3=CC=C(C=C3)NC3=CC=C(C=C3)C3=CC=CC2=C3OC3=C2C=CC=C3 bis(4-(dibenzo[b,d]furan-4-yl)phenyl)amine